ClC1=CC=C(C=C1)N1C(=NC2=CC=C(C=C2C1=O)[N+](=O)[O-])[C@@H]1NCCC1 (R)-3-(4-chlorophenyl)-6-nitro-2-(pyrrolidin-2-yl)quinazolin-4(3H)-one